[Br-].COC1=C(C=CC(=C1C)OC)CCCC1=C(C=C(OCCCC[P+](C2=CC=CC=C2)(C2=CC=CC=C2)C2=CC=CC=C2)C=C1)O (4-(4-(3-(2,4-dimethoxy-3-methylphenyl)propyl)-3-hydroxyphenoxy)butyl)triphenylphosphonium bromide